2-Methyl-N-(1-(2-methyl-7-((2,2,2-trifluoroethyl)amino)quinolin-5-yl)cyclopropyl)-5-((1-methylazetidin-2-yl)methoxy)benzamide CC1=C(C(=O)NC2(CC2)C2=C3C=CC(=NC3=CC(=C2)NCC(F)(F)F)C)C=C(C=C1)OCC1N(CC1)C